CC1(CC1)N1CNC(C2=CC(=CC(=C12)N1CC(NCC1)C)S(=O)(=O)N)=O (1-methylcyclopropyl)-8-(3-methylpiperazin-1-yl)-4-oxo-1,2,3,4-tetrahydroquinazoline-6-sulfonamide